ClC1=C(C=CC(=C1)C#N)C=1C=CC(=C2C=CC=NC12)C[C@@H](C(=O)O)NC(C1=C(C=C(C=C1F)C(N[C@H](C)C1=CC=CC=C1)=O)F)=O (S)-3-(8-(2-chloro-4-cyanophenyl)quinolin-5-yl)-2-(2,6-difluoro-4-(((R)-1-phenylethyl)carbamoyl)benzoylamino)propionic acid